COC1=C(C=C(C=C1)C(=O)N1CCC(CC1)CC1CCNCC1)N1C(NC(CC1)=O)=O 1-(2-Methoxy-5-(4-(piperidin-4-ylmethyl)piperidine-1-carbonyl)phenyl)dihydropyrimidine-2,4(1H,3H)-dione